2-{[(1S)-1-{4-[(4,4-difluoropiperidin-1-yl)methyl]phenyl}ethyl]amino}-8-propylpyrido[2,3-d]pyrimidin-7(8H)-one FC1(CCN(CC1)CC1=CC=C(C=C1)[C@H](C)NC=1N=CC2=C(N1)N(C(C=C2)=O)CCC)F